COCCOC=1SC(=CN1)C=O 2-(2-methoxyethoxy)thiazole-5-formaldehyde